Chloro-1H-indole-2-carboxylic acid ClN1C(=CC2=CC=CC=C12)C(=O)O